(3S,4R,8R,9S,10S)-3,4-dihydroxy-10-[[isopropyl(methyl)amino]methyl]-N-(4-methoxyphenyl)-9-[4-(2-phenylethynyl)phenyl]-1,6-diazabicyclo[6.2.0]decane-6-carboxamide O[C@H]1CN2[C@@H]([C@@H]([C@@H]2CN(C[C@H]1O)C(=O)NC1=CC=C(C=C1)OC)C1=CC=C(C=C1)C#CC1=CC=CC=C1)CN(C)C(C)C